C(C)(C)(C)OC(=O)NC(C(=O)NNC(=O)C=1C=CC2=C(N(C([C@H](CS2)NC(OC(C)(C)C)=O)=O)CC2=CC=C(C=C2)Cl)C1)(C(F)(F)F)C tert-butyl N-[(3R)-7-[[[2-(tert-butoxycarbonylamino)-3,3,3-trifluoro-2-methyl-propanoyl]amino]carbamoyl]-5-[(4-chlorophenyl)methyl]-4-oxo-2,3-dihydro-1,5-benzothiazepin-3-yl]carbamate